Water sodium carbonate C([O-])([O-])=O.[Na+].O.[Na+]